6-((4-(1-(4-((5-chloro-4-((2-(dimethylphosphono)phenyl)amino)pyrimidin-2-yl)amino)-3-methoxyPhenyl)piperidin-4-yl)piperazin-1-yl)methyl)-2-(2,6-dioxopiperidin-3-yl)-4-fluoroisoindoline ClC=1C(=NC(=NC1)NC1=C(C=C(C=C1)N1CCC(CC1)N1CCN(CC1)CC1=CC(=C2CN(CC2=C1)C1C(NC(CC1)=O)=O)F)OC)NC1=C(C=CC=C1)P(=O)(OC)OC